FC1=C(C=C(C(=C1)C(=O)N1CCCCC1)OC)C1=NC=2C=CNC(C2C(=C1)NC1=NC=C(C=C1)N1CCCCC1)=O 2-[2-fluoro-5-methoxy-4-(piperidine-1-carbonyl)phenyl]-4-[[5-(1-piperidyl)-2-pyridyl]amino]-6H-1,6-naphthyridin-5-one